ClC1=C(C(N(C2=CC=C(N=C12)C)C)=O)C#N 4-chloro-1,6-dimethyl-2-oxo-1,2-dihydro-1,5-naphthyridine-3-carbonitrile